pentafluorophenyl-borane FC1=C(C(=C(C(=C1B)F)F)F)F